3-((3-(3-aminoprop-1-yn-1-yl)phenyl)amino)-6-ethyl-5-((tetrahydro-2H-pyran-4-yl)amino)pyrazine-2-carboxamide hydrochloride Cl.NCC#CC=1C=C(C=CC1)NC=1C(=NC(=C(N1)NC1CCOCC1)CC)C(=O)N